carbon bromide silicon [Si].C(Br)(Br)(Br)Br